2,6-diazaspiro[3.3]heptane-2-sulfonamide C1N(CC12CNC2)S(=O)(=O)N